6'-(dibutylamino)-3'-methyl-2'-(phenylamino)-spiro[isobenzofuran-1(3H),9'-[9H]xanthene]-3-one C(CCC)N(C=1C=C2OC=3C=C(C(=CC3C3(C2=CC1)OC(C1=CC=CC=C13)=O)NC1=CC=CC=C1)C)CCCC